3,4-dihydrothieno[2',3':5,6]pyrido[4,3-d]pyrimidin-2(1H)-one N1C(NCC2=C1C1=C(N=C2)C=CS1)=O